COC=1C=C(C(=O)NC)C=CC1NCC#CC=1N(C2=CC=CC(=C2C1)NC1CCC(CC1)N1CC(CCC1)OC)CC(F)(F)F 3-methoxy-4-((3-(4-(((1S,4S)-4-(3-methoxypiperidin-1-yl)cyclohexyl)amino)-1-(2,2,2-trifluoroethyl)-1H-indol-2-yl)prop-2-yn-1-yl)amino)-N-methylbenzamide